2-phenyl-3,4-dihydro-2H-benzopyran-3-ol C1(=CC=CC=C1)C1OC2=C(CC1O)C=CC=C2